N,N'-hexamethylenebis(3,5-di-tert-butyl-4-hydroxyphenylpropionamide) C(C)(C)(C)C=1C=C(C=C(C1O)C(C)(C)C)C(C(=O)NCCCCCCNC(C(C)C1=CC(=C(C(=C1)C(C)(C)C)O)C(C)(C)C)=O)C